6-Fluoro-5-iodopyridin-3,4-d2-2-amine FC1=C(C(=C(C(=N1)N)[2H])[2H])I